2-{[4-(2-methylquinazolin-7-yl)-1-oxo-2,3-dihydro-1H-isoindol-2-yl]methyl}prop-2-enenitrile CC1=NC2=CC(=CC=C2C=N1)C1=C2CN(C(C2=CC=C1)=O)CC(C#N)=C